12-azatricyclo[6.3.1.02,7]Dodeca-2,4,6-trien-9-one C12C3=CC=CC=C3C(C(CC1)=O)N2